3-[[(1R)-1-[3,6-Dimethyl-4-oxo-2-(3-pyridyl)chromen-8-yl]ethyl]amino]-N-ethyl-pyridine-2-carboxamide CC1=C(OC2=C(C=C(C=C2C1=O)C)[C@@H](C)NC=1C(=NC=CC1)C(=O)NCC)C=1C=NC=CC1